COC1=CC(=C(C=C1NC1=NC=NC(=C1)N1OCC[C@@H]1C1=CC=CC=C1)NC(C=C)=O)N1CCC(CC1)N(C)CCOC N-(4-methoxy-2-(4-((2-methoxyethyl)(methyl)-amino)piperidine-1-yl)-5-((6-((R)-3-phenylisoxazolidine-2-yl)pyrimidine-4-yl)amino)phenyl)acrylamide